[Si](C)(C)(C(C)(C)C)O[C@H]1C[C@H](CC1)N1N=C2C(C(=NC=3C=C(C=CC23)C2=CC=NN2C2OCCCC2)N)=C1 (cis-3-((tert-butyldimethylsilyl)oxy)cyclopentyl)-7-(1-(tetrahydro-2H-pyran-2-yl)-1H-pyrazol-5-yl)-2H-pyrazolo[4,3-c]quinolin-4-amine